FC=1C(=NC(=NC1)NC=1C=NC(=CC1)CCO)C1=CNC2=C(C=CC=C12)NC([C@@H](COC)N1CCN(CC1)C)=O (R)-N-(3-(5-fluoro-2-((6-(2-hydroxyethyl)pyridin-3-yl)amino)pyrimidin-4-yl)-1H-indol-7-yl)-3-methoxy-2-(4-methylpiperazin-1-yl)propanamide